C(C)(C)(C)C1=C(C=C(C(=N1)C)C#N)Cl 6-tert-butyl-5-chloro-2-methyl-pyridine-3-carbonitrile